C1(=CC=CC=C1)C=1C(=CC=C(C1)O)O 5-phenylbenzene-1,4-diol